4-[(5-Fluoro-2-pyridyl)sulfanyl]-6-[1-[(3S)-3-piperidyl]pyrazol-4-yl]pyrazolo[1,5-a]pyridine-3-carbonitrile FC=1C=CC(=NC1)SC=1C=2N(C=C(C1)C=1C=NN(C1)[C@@H]1CNCCC1)N=CC2C#N